1-[3-(3,5-dimethylisoxazol-4-yl)pyrazolo[1,5-a]pyridin-5-yl]pyrazole-4-carboxylic acid CC1=NOC(=C1C=1C=NN2C1C=C(C=C2)N2N=CC(=C2)C(=O)O)C